O=C1NC2=C(C=CC=C2C1(C1=CC=C(C=C1)OC(F)(F)F)C1=CC=C(C=C1)B(O)O)C(F)(F)F (4-(2-oxo-3-(4-(trifluoromethoxy)phenyl)-7-(trifluoromethyl)indolin-3-yl)phenyl)boronic acid